C(C(C)C)N1C=C(C=2C1=NC(=CC2)C(=O)N2C(C(NCC2)=O)(C)C)N2CCCCC2 4-(1-isobutyl-3-(piperidin-1-yl)-1H-pyrrolo[2,3-b]pyridine-6-carbonyl)-3,3-dimethylpiperazin-2-one